2-(2,6-dimethylpyridin-4-yl)-6-(r-isobutyl-[1,4'-bipiperidin]-4-yl)-4-methyl-1H-benzo[d]imidazole CC1=NC(=CC(=C1)C1=NC2=C(N1)C=C(C=C2C)C2C[C@H](N(CC2)C2CCNCC2)CC(C)C)C